N-(5-((2,6-dichloro-3,5-dimethoxyphenyl)pyrido[3,4-d]pyrimidin-2-yl)-1-(2-methoxyethyl)-1H-pyrazol-4-yl)acrylamide ClC1=C(C(=C(C=C1OC)OC)Cl)C=1C2=C(N=C(N1)C1=C(C=NN1CCOC)NC(C=C)=O)C=NC=C2